(2S,5S)-5-{(2S,3R)-2-[2-(2-Fluoro-ethoxy)-acetylamino]-3-methyl-pentanoylamino}-4-oxo-1,2,4,5,6,7-hexahydro-azepino[3,2,1-hi]indole-2-carboxylic acid (furan-3-ylmethyl)-amide O1C=C(C=C1)CNC(=O)[C@H]1N2C3=C(C=CC=C3C1)CC[C@@H](C2=O)NC([C@H]([C@@H](CC)C)NC(COCCF)=O)=O